N-methyl-3,3,5-trimethyl-5-cyclohexenylamine CNC1CC(CC(=C1)C)(C)C